2-fluoro-4-[2-fluoro-5-[[4-fluoro-2-(trifluoromethyl)benzoyl]amino]-4-[(3R)-3,4-dimethylpiperazin-1-yl]phenyl]benzamide FC1=C(C(=O)N)C=CC(=C1)C1=C(C=C(C(=C1)NC(C1=C(C=C(C=C1)F)C(F)(F)F)=O)N1C[C@H](N(CC1)C)C)F